(S)-3-(4-chlorophenyl)-N'-((2-methyl-2H-1,2,3-triazol-4-yl)sulfonyl)-4-phenyl-N-(2-sulfamoylethyl)-4,5-dihydro-1H-pyrazole-1-carboximidamide ClC1=CC=C(C=C1)C1=NN(C[C@@H]1C1=CC=CC=C1)C(NCCS(N)(=O)=O)=NS(=O)(=O)C1=NN(N=C1)C